CN(C/C=C/C(=O)N[C@@H]1C[C@H](CC1)OC1=C2C=NNC2=CC(=C1)C1=CC=C(C=C1)O)C (E)-4-(dimethylamino)-N-[(1s,3s)-3-[[6-(4-hydroxyphenyl)-1H-indazol-4-yl]oxy]cyclopentyl]but-2-enamide